FC1=CC=C(C=C1)N1N=CC2=CC(=C(C=C12)C)C12CN(CC2C1COC1=CC=CC=C1)S(=O)(=O)C1=NN(N=C1)C 1-(4-fluorophenyl)-6-methyl-5-(3-((2-methyl-2H-1,2,3-triazol-4-yl)sulfonyl)-6-(phenoxymethyl)-3-azabicyclo[3.1.0]hexan-1-yl)-1H-indazole